CCCCC/C=C\C/C=C\CCCCCCCCCCCC(=O)O[C@H](COC(=O)CCCC/C=C\C/C=C\C/C=C\CCCCC)COP(=O)(O)OC[C@H](CO)O 1-(6Z,9Z,12Z-octadecatrienoyl)-2-(13Z,16Z-docosadienoyl)-glycero-3-phospho-(1'-sn-glycerol)